FC(C1=CC(=NC=C1)CC(=O)OC)(F)F Methyl 2-[4-(trifluoromethyl)-2-pyridyl]acetate